C(CCCCCCCC\C=C\CC)=O (E)-10-tridecenal